1,6,11-tris[2,4-bis(N-butyl-N-(2,2,6,6-tetramethyl-4-piperidyl)amino)-s-triazin-6-yl]-aminoundecane C(CCC)N(C1CC(NC(C1)(C)C)(C)C)C1=NC(=NC(=N1)N(CCCC)C1CC(NC(C1)(C)C)(C)C)C(CCCCC(CCCCCC1=NC(=NC(=N1)N(CCCC)C1CC(NC(C1)(C)C)(C)C)N(CCCC)C1CC(NC(C1)(C)C)(C)C)C1=NC(=NC(=N1)N(CCCC)C1CC(NC(C1)(C)C)(C)C)N(CCCC)C1CC(NC(C1)(C)C)(C)C)N